2-([1,1'-biphenyl]-2-yloxy)-7-methyl-7H-pyrrolo[2,3-d]pyrimidine C1(=C(C=CC=C1)OC=1N=CC2=C(N1)N(C=C2)C)C2=CC=CC=C2